CNC1=CN=CN1CCC(=O)O 3-(5-(methylamino)-1H-imidazol-1-yl)propionic acid